1-(cyclopentylmethyl)-N-(2-cyclopropyl-4-methyl-5-oxo-5,6,7,8-tetrahydro-4H-pyrazolo[1,5-a][1,3]diazepin-6-yl)-1H-1,2,4-triazole-3-carboxamide C1(CCCC1)CN1N=C(N=C1)C(=O)NC1C(N(C=2N(CC1)N=C(C2)C2CC2)C)=O